Cl.N[C@H](C(=O)NC)CC1=CC=CC=C1 (S)-2-amino-N-methyl-3-phenylpropionamide hydrochloride